C(C=C)(=O)NC1=C(C(=O)N[C@H]2CCC3=CC(=CC=C23)N2C(=NC=3C2=NC(=CC3)N3N=CC=C3)C=3C(=NC=CC3)N)C(=CC=C1)C (S)-2-acrylamido-N-(5-(2-(2-aminopyridin-3-yl)-5-(1H-pyrazol-1-yl)-3H-imidazo[4,5-b]pyridin-3-yl)-2,3-dihydro-1H-inden-1-yl)-6-methylbenzamide